(±)-(4aR,13bS)-4-benzoyl-10,11-dichloro-1,2,3,4,4a,5,6,13b-octahydro-8H-[1,6]naphthyridino[5,6-b]quinazolin-8-one C(C1=CC=CC=C1)(=O)N1CCC[C@H]2[C@H]1CCN1C2=NC2=CC(=C(C=C2C1=O)Cl)Cl |r|